OC1=CC(N(C2=CC=C(C=C12)C#N)C)=O 4-hydroxy-1-methyl-2-oxo-1,2-dihydroquinoline-6-carbonitrile